disodium hydrogen monophosphate hydrate O.P(=O)(O)([O-])[O-].[Na+].[Na+]